(1S,2R)-2-(((R)-(4-isopropylphenyl)(2-oxo-2,3-dihydrobenzo[d]oxazol-4-yl)methyl)carbamoyl)cyclopentane-1-carboxylic acid C(C)(C)C1=CC=C(C=C1)[C@H](C1=CC=CC2=C1NC(O2)=O)NC(=O)[C@H]2[C@H](CCC2)C(=O)O